CC1=NC(=NC2=CC=CC=C12)NC1=NC=C(N1COCC[Si](C)(C)C)C=CCNC(OCCCC)=O butyl N-[3-{2-[(4-methylquinazolin-2-yl)amino]-3-{[2-(trimethylsilyl)ethoxy]methyl}imidazol-4-yl}prop-2-en-1-yl]carbamate